C(C=C)(=O)N1[C@@H](COCC1)C=1C=C(C=C(C1)Cl)C=1OC=C(N1)C(=O)N (R)-2-(3-(4-acryloylmorpholin-3-yl)-5-chlorophenyl)oxazole-4-carboxamide